acrylic acid titanium [Ti].C(C=C)(=O)O